(S,E)-N7-(1-((1H-Benzo[d]imidazol-2-yl)methyl)-2-oxo-1,2-dihydropyridin-3-yl)-6-(4-hydroxybutanamido)-N1,N1-dimethylhept-2-endiamid N1C(=NC2=C1C=CC=C2)CN2C(C(=CC=C2)NC([C@H](CC/C=C/C(=O)N(C)C)NC(CCCO)=O)=O)=O